ClC1=C(C(=O)N2COC3=C(C2)C=CC=C3C3=CC(=C(C(=O)O)C=C3F)N3C2COCC3CC2)C(=CC(=C1)N1CC(C1)(C)N1CC(C1)OC)Cl 4-[3-[2,6-Dichloro-4-[3-(3-methoxyazetidin-1-yl)-3-methylazetidin-1-yl]benzoyl]-2,4-dihydro-1,3-benzoxazin-8-yl]-5-fluoro-2-(3-oxa-8-azabicyclo[3.2.1]oct-8-yl)benzoic acid